4-(2-(2-benzyl-3,3-difluoropyrrolidin-1-yl)-6-((4-methoxybenzyl)oxy)pyridin-4-yl)morpholine C(C1=CC=CC=C1)C1N(CCC1(F)F)C1=NC(=CC(=C1)N1CCOCC1)OCC1=CC=C(C=C1)OC